C(C)(C)(C)OC(=O)N[C@H](C(=O)OC(C)(C)C)CC=O tert-butyl (2S)-2-{[(tert-butoxy)carbonyl]amino}-4-oxobutanoate